(3S)-3-(4,4'-difluoro-2',5,6'-trimethylbiphenyl-3-yl)-3-(2-(5-(2-(dimethylamino)ethyl)-3-fluoro-2-oxo-4-(trifluoromethyl)pyridin-1(2H)-yl)-4-methylpentanamido)propanoic acid FC1=C(C=C(C=C1C)C1=C(C=C(C=C1C)F)C)[C@H](CC(=O)O)NC(C(CC(C)C)N1C(C(=C(C(=C1)CCN(C)C)C(F)(F)F)F)=O)=O